dipropyl-2,6-naphthalenedicarboxylic acid C(CC)C=1C(=C(C2=CC=C(C=C2C1)C(=O)O)CCC)C(=O)O